O[C@@H]1[C@H]2[C@@H]([C@H]([C@@H](C1)O2)C(=O)NC2=CC(=C(C=C2)C)C(F)(F)F)C2=CC(=NC=C2)OC |r| rac-(1r,2r,3s,4r,5s)-5-hydroxy-3-(2-methoxypyridin-4-yl)-N-(4-methyl-3-(trifluoromethyl)phenyl)-7-oxabicyclo[2.2.1]heptane-2-carboxamide